(R)-2-(trifluoromethoxy)propan-1-ol FC(O[C@@H](CO)C)(F)F